C1(=C(C(=C(C(=C1[2H])[2H])[2H])[2H])[2H])C1=C2C=CC=CC2=C(C2=CC=CC=C12)OB(O)O 10-(phenyl-2,3,4,5,6-d5)-9-anthrylboric acid